CCCCCCCCCCCN[Si](OCC)(OCC)OCC 11-undecylaminotriethoxysilane